C1(CC1)[C@H]1CN(CCN1)C=1N=NC(=CN1)C1=C(C=C(C=C1)C=1C=CC=2N(C1)N=NC2C)O 2-{3-[(3S)-3-cyclopropylpiperazin-1-yl]-1,2,4-triazin-6-yl}-5-(3-methyl[1,2,3]triazolo[1,5-a]pyridin-6-yl)phenol